N-(5-(((1r,4r)-4-((tert-butyldimethylsilyl)oxy)cyclohexyl)methoxy)-1,3,4-thiadiazol-2-yl)-6-(2-fluoro-6-methoxyphenyl)-3-methylpyrazolo(1,5-a)pyridine-5-carboxamide [Si](C)(C)(C(C)(C)C)OC1CCC(CC1)COC1=NN=C(S1)NC(=O)C1=CC=2N(C=C1C1=C(C=CC=C1OC)F)N=CC2C